C(C1=CC=CC=C1)N1N=CC(=C1)C=1C=C2C(=NC1)NC=C2/C=C(/C(=O)N[C@H](C)C2=CC(=C(C=C2)OC)OC)\C#N (R,E)-3-(5-(1-benzyl-1H-pyrazol-4-yl)-1H-pyrrolo[2,3-b]pyridin-3-yl)-2-cyano-N-(1-(3,4-dimethoxyphenyl)ethyl)acrylamide